OC(COC(CCCCCCC)=O)C caprylic acid 2-hydroxypropyl ester